CO[C@H]1CC[C@H](CC1)NC=1N=CC2=C(N1)NC=C2C2=CC=1N(C=C2)N=CC1C=1C=NN(C1)C N-(cis-4-methoxycyclohexyl)-5-(3-(1-methyl-1H-pyrazol-4-yl)pyrazolo[1,5-a]pyridin-5-yl)-7H-pyrrolo[2,3-d]pyrimidin-2-amine